C1(CCC1)C=1C(=NN(C1C1=CC=C(C=C1)OC(F)(F)F)C)NC(CC1(CCC1)O)=O N-(4-cyclobutyl-1-methyl-5-(4-(trifluoromethoxy)phenyl)-1H-pyrazol-3-yl)-2-(1-hydroxycyclobutyl)acetamide